1-(4-((1R,2S,3R)-1,2,3,4-Tetrahydroxybutyl)-1H-imidazol-2-yl)ethan-1-one O[C@@H]([C@@H]([C@@H](CO)O)O)C=1N=C(NC1)C(C)=O